C1(=C2C=3C=CC=CC3C3=C(C2=CC=C1)C=CC=C3)C3=C(C=CC=C3)C3=C(C=CC=C3)C3=CC=CC=C3 [(benzophenanthrenyl)phenyl](biphenyl)